tris(2-carboxypropyl)phosphine hydrochloride Cl.C(=O)(O)C(CP(CC(C)C(=O)O)CC(C)C(=O)O)C